C(C)(C)(C)N1S(C(=C(C1=O)NC1CCN(CC1)C(=O)C=1C(=NC=CC1)Cl)C1=CC=CC=C1)(=O)=O 2-tert-butyl-4-({1-[(2-chloropyridin-3-yl)carbonyl]piperidin-4-yl}amino)-5-phenylisothiazol-3(2H)-one 1,1-dioxide